N-[1,1'-biphenyl]-2-yl-1H-indole-2-carboxamide C1(=C(C=CC=C1)NC(=O)C=1NC2=CC=CC=C2C1)C1=CC=CC=C1